di(tert-butyl) ketone C(C)(C)(C)C(=O)C(C)(C)C